Anti-methanol CO